N-(4-chlorophenyl)-2-isopropenylbenzenesulfonamide ClC1=CC=C(C=C1)NS(=O)(=O)C1=C(C=CC=C1)C(=C)C